ClC=1C(=NC2=C(C(=NC(=C2C1)N1CCN(CC1)C(C=C)=O)COC)C1=C(C=CC=C1)C(C)C)C1=C(C=CC=C1)F 1-(4-(3-chloro-2-(2-fluorophenyl)-7-(methoxymethyl)-8-(2-(2-propanyl)phenyl)-1,6-naphthyridin-5-yl)-1-piperazinyl)-2-propen-1-one